N1(CCCC1)CCNC(=O)C=1NC2=CC=C(C=C2C1)C=1C=NC(=C(C1)OCC1=C(C=CC=C1Cl)Cl)N 5-[6-amino-5-(2,6-dichloro-benzyloxy)-pyridin-3-yl]-1H-indole-2-carboxylic acid (2-pyrrolidin-1-yl-ethyl)-amide